CN1CCC(CC1)C(=O)NC1=CC=C(C=C1)NC1=NC=CC(=N1)NC1=NC(=NC=C1)C1=NC(=CC=C1)C 1-methyl-N-[4-[[4-[[2-(6-methyl-2-pyridyl)pyrimidin-4-yl]amino]pyrimidin-2-yl]amino]phenyl]piperidine-4-carboxamide